6-(2,4-Dimethylphenyl)-2-(5-morpholinopyrimidin-2-yl)phthalazin-1(2H)-one CC1=C(C=CC(=C1)C)C=1C=C2C=NN(C(C2=CC1)=O)C1=NC=C(C=N1)N1CCOCC1